2-(3,5-dichloro-4-((5-isopropyl-1-methyl-6-oxo-1,6-dihydropyridin-3-yl)oxy)phenyl)-3,5-dioxo-2,3,4,5-tetrahydro-1,2,4-triazine-6-carboxylic acid ClC=1C=C(C=C(C1OC1=CN(C(C(=C1)C(C)C)=O)C)Cl)N1N=C(C(NC1=O)=O)C(=O)O